BrCC=1C(=CC(=C2C=CN=CC12)Cl)F 8-(bromomethyl)-5-chloro-7-fluoroisoquinoline